3-(5-Chloro-[1,1':4',1''-terphenyl]-3-yl)-9-phenyl-9H-carbazole ClC=1C=C(C=C(C1)C1=CC=C(C=C1)C1=CC=CC=C1)C=1C=CC=2N(C3=CC=CC=C3C2C1)C1=CC=CC=C1